FC1=C(C=CC(=C1)F)S 2,4-difluorothiophenol